(1-(difluoromethyl)-1H-pyrazol-4-yl)methanamine FC(N1N=CC(=C1)CN)F